C(C)OC(COC1=NN(C(=C1)C1=CC=C(C=C1)Cl)C1=CC=CC=C1)=O.C(CCCCCCCC)C(OC(C)COC1=CC=CC=C1)S(=O)(=O)OOCC=C allyloxy nonylphenoxypropane-2-oxymethyl-sulfonate Ethyl-{[5-(4-chlorophenyl)-1-phenyl-1H-pyrazol-3-yl]oxy}acetate